C1(CC1)C(C)OC1=C(C=C(N)C=C1)F 4-(1-cyclopropylethoxy)-3-fluoroaniline